methyl 6-(4,4-difluoroazepan-1-yl)-3-iodo-2-methylbenzoate FC1(CCN(CCC1)C1=CC=C(C(=C1C(=O)OC)C)I)F